N1N=CC2=CC(=CC=C12)C1=CC2=C(N(C3=C(O2)C=C(C(=C3)C)C=3C=C2C=NNC2=CC3)CCCCCN3CCOCC3)N=C1 3,7-di(1H-indazol-5-yl)-8-methyl-10-(5-morpholinopentyl)-10H-benzo[b]pyrido[2,3-e][1,4]oxazine